COC1=C(C=CC=C1)S(=O)(=O)N 2-methoxyphenylsulphonamide